N1C=C(C2=CC=CC=C12)C([2H])([2H])C1=CNC2=CC=CC=C12 di(1H-indol-3-yl)methane-d2